2-(butylsulfanyl)ethanol C(CCC)SCCO